6-((4-(aminomethyl)benzyl)oxy)-9H-purin NCC1=CC=C(COC2=C3N=CNC3=NC=N2)C=C1